butyl(1-ethoxyvinyl)-λ2-stannane C(CCC)[Sn]C(=C)OCC